(S)-7-(4-(2-(2-Aminopyridin-3-yl)-5-phenyl-3H-imidazo[4,5-b]pyridin-3-yl)benzyl)-2,7-diazaspiro[4.4]nonane-2-carbonitrile NC1=NC=CC=C1C1=NC=2C(=NC(=CC2)C2=CC=CC=C2)N1C1=CC=C(CN2C[C@@]3(CCN(C3)C#N)CC2)C=C1